C(C1=CC=CC=C1)OC=1C(=NN(C1C=1SC(=C(N1)C1=NC(=CC2=C1C=NN2C)C(=O)NCC2=C(C=C(C=C2)OC)OC)C=O)CC)C 4-(2-(4-(benzyloxy)-1-ethyl-3-methyl-1H-pyrazol-5-yl)-5-formylthiazol-4-yl)-N-(2,4-dimethoxybenzyl)-1-methyl-1H-pyrazolo[4,3-c]pyridine-6-carboxamide